(S)-((5-(2-((6-(2,4-dichloro-7-toluenesulfonyl-7H-pyrrolo[2,3-d]pyrimidin-5-yl)quinoline-3-yl)oxy)propoxy)pyridin-3-yl)methyl)carbamate ClC=1N=C(C2=C(N1)N(C=C2C=2C=C1C=C(C=NC1=CC2)O[C@H](COC=2C=C(C=NC2)CNC([O-])=O)C)S(=O)(=O)CC2=CC=CC=C2)Cl